NC1=CC=C(C=N1)C=CC(=O)NCC=1OC2=C(C1)C=C(C=C2Cl)C2=NC=C(C(=O)O)C=C2 6-(2-((3-(6-aminopyridin-3-yl)acrylamido)methyl)-7-chlorobenzofuran-5-yl)nicotinic acid